2-(4-((2,4-Dioxo-3-(4-(trifluoro-methyl)phenyl)imidazolidin-1-yl)methyl)-2,6-dimethylphenoxy)-2-methylpropionic acid O=C1N(CC(N1C1=CC=C(C=C1)C(F)(F)F)=O)CC1=CC(=C(OC(C(=O)O)(C)C)C(=C1)C)C